OCC1N(CC(C(C1O)O)O)CCCCCCNC1=CC(=CC(=C1)OC)C=1NC=CN1 (hydroxymethyl)-1-(6-{[3-(1H-imidazol-2-yl)-5-methoxyphenyl]amino}hexyl)piperidine-3,4,5-triol